N-(4-bromo-3-chloro-2-fluorophenyl)chroman-3-carboxamide BrC1=C(C(=C(C=C1)NC(=O)C1COC2=CC=CC=C2C1)F)Cl